copper aluminum nickel hafnium [Hf].[Ni].[Al].[Cu]